2-(4-phenoxyphenyl)4,5,6,7-tetrahydropyrazolo[1,5-a]pyrimidine-3-carboxamide O(C1=CC=CC=C1)C1=CC=C(C=C1)C1=NN2C(NCCC2)=C1C(=O)N